3-(difluoromethyl)-1-methyl-1H-pyrazole-5-carboxylic acid methyl ester COC(=O)C1=CC(=NN1C)C(F)F